1,3-Bis(3-aminophenoxy)benzene 3,7-dimethylnona-1,6-dien-3-yl-acetate CC(C=C)(CCC=C(CC)C)CC(=O)O.NC=1C=C(OC2=CC(=CC=C2)OC2=CC(=CC=C2)N)C=CC1